C(C1=CC=CC=C1)OCCCO 3-(benzyloxy)-1-propanol